2-(benzyloxy)-N5-cyclopropyl-N3-methylpyridine-3,5-dicarboxamide C(C1=CC=CC=C1)OC1=NC=C(C=C1C(=O)NC)C(=O)NC1CC1